6-(4-(4-chloronaphthalen-1-yl)phenyl)-2-phenylpyrimidine ClC1=CC=C(C2=CC=CC=C12)C1=CC=C(C=C1)C1=CC=NC(=N1)C1=CC=CC=C1